ALPHA-GUAIENE C[C@H]1CC[C@H](CC2=C1CC[C@@H]2C)C(=C)C